C(CCCCCCCCCCCCC)(=O)OCCCCCCC(C)C isononyl n-tetradecanoate